O=C1C=CC(=CN1C(C)C)C(=O)OC methyl 6-oxo-1-(propan-2-yl)-1,6-dihydropyridine-3-carboxylate